C(#N)[C@H](C[C@H]1C(NCC1)=O)NC(=O)[C@@H]1[C@H]2C([C@H]2CN1C([C@H](C(C)(C)C)NC=1C=NN(C1)C)=O)(C)C (1R,2S,5S)-N-[(1S)-1-cyano-2-[(3S)-2-oxopyrrolidin-3-yl]ethyl]-3-[(2S)-3,3-dimethyl-2-[(1-methylpyrazol-4-yl)amino]butanoyl]-6,6-dimethyl-3-azabicyclo[3.1.0]hexane-2-carboxamide